1,7-di(hexadecyl)diethylenetriamine C(CCCCCCCCCCCCCCC)NCCNCCNCCCCCCCCCCCCCCCC